COC=1C(=C(C=CC1)C(C(N1CCOCC1)(C=1SC=CC1)C)=O)OC dimethoxy-α-morpholino-methylthiophenylacetophenone